{4-[(4-Fluoro-phenylamino)-methyl]-2,6-dimethyl-phenyl}-carbamic acid propyl ester C(CC)OC(NC1=C(C=C(C=C1C)CNC1=CC=C(C=C1)F)C)=O